C(#N)CC(=O)N1C[C@@H]([C@@H](CC1)C)NC1=C2C(=NC=C1C(=O)OCCC)NC=C2 propyl 4-(((3R,4R)-1-(2-cyanoacetyl)-4-methylpiperidin-3-yl)amino)-1H-pyrrolo[2,3-b]pyridine-5-carboxylate